3-(N-(2-(2-(4-(benzyloxy)phenoxy)ethoxy)ethyl)amino)tetrahydrofuran C(C1=CC=CC=C1)OC1=CC=C(OCCOCCNC2COCC2)C=C1